3-cyclopentyl-3-(4-(4,4,5,5-tetramethyl-1,3,2-dioxaborolan-2-yl)-1H-pyrazol-1-yl)propanal C1(CCCC1)C(CC=O)N1N=CC(=C1)B1OC(C(O1)(C)C)(C)C